N4-methyl-N2-(7-methyl-1H-indazol-6-yl)-5-(trifluoromethyl)pyrimidine-2,4-diamine CNC1=NC(=NC=C1C(F)(F)F)NC1=CC=C2C=NNC2=C1C